C(C)(=O)O[C@@H]1[C@H](O[C@H]([C@@H]([C@H]1OC(C)=O)OC(C)=O)OC1=C(C=C(C=C1)C=O)C(NCCNC(=O)OC(C)(C)C)=O)C(=O)OC methyl (2S,3S,4S,5R,6S)-3,4,5-tris(acetyloxy)-6-[2-([2-[(tert-butoxycarbonyl)amino]ethyl]carbamoyl)-4-formylphenoxy]oxane-2-carboxylate